FC1=CC=C(CC2=CC3=C(OC[C@@H](N3)C)N=C2NC(=O)C2CC2)C=C1 (S)-N-(7-(4-fluorobenzyl)-2-methyl-2,3-dihydro-1H-pyrido[2,3-b][1,4]oxazin-6-yl)cyclopropanecarboxamide